Copper(I) Thiocyanate [Cu]SC#N